(1S)-1-cyclopropyl-2-methoxy-N-[[5-(trifluoromethyl)-2-pyridyl]methyl]ethanamine C1(CC1)[C@@H](COC)NCC1=NC=C(C=C1)C(F)(F)F